(1-(4-(quinolin-3-yl)pyridin-2-yl)piperidin-4-yl)methanamine N1=CC(=CC2=CC=CC=C12)C1=CC(=NC=C1)N1CCC(CC1)CN